C(C)(C)(C)N(C(O)=O)CC(=O)C1(CC1)Cl.N1N=CC(=C1)NC1=NC(=NC2=CC=C(C=C12)OCC)C=1C=C(CNC(=O)C2=COC=C2)C=CC1 N-(3-(4-((1H-Pyrazol-4-yl)amino)-6-ethoxyquinazolin-2-yl)benzyl)furan-3-carboxamide tert-butyl-[2-(1-chlorocyclopropyl)-2-oxoethyl]carbamate